OCC1OCC2(CC1)CCN(CC2)C(=O)C=2C=CC(=C(C2)N2C(NC(CC2)=O)=O)C 1-(5-(3-(hydroxymethyl)-2-oxa-9-azaspiro[5.5]undecane-9-carbonyl)-2-methylphenyl)dihydropyrimidine-2,4(1H,3H)-dione